(E)-3-[4-(2-Ethoxyethoxy)phenyl]-1-(2-hydroxy-4-methoxyphenyl)prop-2-en-1-one C(C)OCCOC1=CC=C(C=C1)/C=C/C(=O)C1=C(C=C(C=C1)OC)O